S1C=CC=2NC(C=CC21)=O Thieno[3,2-b]pyridine-5(4H)-one